2-(2-(3-bromo-2-(trifluoromethyl)phenoxy)-7-azaspiro[3.5]nonan-7-yl)-N-(3-(2,6-dioxopiperidin-3-yl)-7-methoxy-1-methyl-1H-indazol-6-yl)acetamide BrC=1C(=C(OC2CC3(C2)CCN(CC3)CC(=O)NC3=CC=C2C(=NN(C2=C3OC)C)C3C(NC(CC3)=O)=O)C=CC1)C(F)(F)F